(R)-6-((4-Hydroxy-1-(3-phenylbutanoyl)piperidin-4-yl)methyl)-3-(3-hydroxyphenyl)-2-methyl-2H-pyrazolo[4,3-d]pyrimidin-7(6H)-one OC1(CCN(CC1)C(C[C@@H](C)C1=CC=CC=C1)=O)CN1C=NC=2C(C1=O)=NN(C2C2=CC(=CC=C2)O)C